N-(3,3-dimethyl-1-((3-(trifluoromethyl)phenyl)amino)-2,3-dihydro-1H-inden-5-yl)acrylamide CC1(CC(C2=CC=C(C=C12)NC(C=C)=O)NC1=CC(=CC=C1)C(F)(F)F)C